N-(2-bromo-4-chlorobenzyl)-N-(2,2-dimethoxyethyl)-4-Methylbenzenesulfonamide BrC1=C(CN(S(=O)(=O)C2=CC=C(C=C2)C)CC(OC)OC)C=CC(=C1)Cl